COC=1C=C2C(=NC1)N=C(N2)C2=C(C=1C(NC2=O)=CN(N1)C)N[C@@H](C)C1=NC=CC=N1 (S)-6-(6-methoxy-1H-imidazo[4,5-b]pyridin-2-yl)-2-methyl-7-((1-(pyrimidin-2-yl)ethyl)amino)-2H-pyrazolo[4,3-b]pyridin-5(4H)-one